(S)-4-(6-chloro-7-(2-fluoro-5-methoxyphenyl)-1-(2-isopropyl-4-methylpyridin-3-yl)-2-Oxo-1,2-dihydropyrido[2,3-d]pyrimidin-4-yl)-3-methylpiperazine-1-carboxylate ClC1=CC2=C(N(C(N=C2N2[C@H](CN(CC2)C(=O)[O-])C)=O)C=2C(=NC=CC2C)C(C)C)N=C1C1=C(C=CC(=C1)OC)F